vinyl-triphenylphosphonium tetrafluoroborate F[B-](F)(F)F.C(=C)[P+](C1=CC=CC=C1)(C1=CC=CC=C1)C1=CC=CC=C1